FC(CCC(CO)O)(C(C(C(C(C(F)(F)F)(F)F)(F)F)(F)F)(F)F)F 3,3,4,4,5,5,6,6,7,7,8,8,8-tridecafluorooctylethylene glycol